FC(C1=C(C=CC=C1)N1CCC(CC1)C(=O)O)(F)F 1-[2-(TRIFLUOROMETHYL)PHENYL]PIPERIDINE-4-CARBOXYLIC ACID